C[C@@H]1CN2C(C=3C=NN=C(C31)[C@](C(F)(F)F)(C)O)=CC(=N2)C23CC(C2)(C3)C(=O)N 3-[(S)-5-methyl-4-((S)-1,1,1-trifluoro-2-hydroxypropan-2-yl)-5,6-dihydropyrazolo[1',5':1,2]pyrido[3,4-d]pyridazine-9-yl]bicyclo[1.1.1]pentane-1-carboxamide